C(C1=CC=CC=C1)NC1=C(N=C2N1C(=CC=C2)C2=C(C=CC1=CC=CC=C21)O)C2=CSC=C2 1-(3-(benzylamino)-2-(thiophen-3-yl)imidazo[1,2-a]pyridin-5-yl)naphthalen-2-ol